[C@H]12CC(C[C@H](CCC1)N2)N(C2=CC=C(N=N2)C2=CC(=C(C=C2O)/C=C/C(=O)NC)F)C (E)-3-(4-(6-(((1R,3s,5S)-9-azabicyclo[3.3.1]nonan-3-yl)(methyl)amino)pyridazin-3-yl)-2-fluoro-5-hydroxyphenyl)-N-methylacrylamide